5-(cyclohexyl)bicyclo[2.2.1]hept-2-ene C1(CCCCC1)C1C2C=CC(C1)C2